lithium bis(trifluoromethanesulfonyl)methyllithium FC(S(=O)(=O)C(S(=O)(=O)C(F)(F)F)[Li])(F)F.[Li]